carbamimidoyl-urea lead [Pb].C(N)(=N)NC(=O)N